ClC=1C=C2C=NC(=NC2=CC1N1C(CC1)C)NC=1C=NN(C1)C1CN(C1)CC(C)(O)C 1-[3-(4-{[6-chloro-7-(2-methylazetidin-1-yl)quinazolin-2-yl]amino}-1H-pyrazol-1-yl)azetidin-1-yl]-2-methylpropan-2-ol